Methyl 3-chloro-6-(3-chloro-4-(trifluoromethyl) phenyl)picolinate ClC=1C(=NC(=CC1)C1=CC(=C(C=C1)C(F)(F)F)Cl)C(=O)OC